N-carboxyl-D-leucine C(=O)(O)N[C@H](CC(C)C)C(=O)O